ClC=1C=C(C=CC1C(=O)N1CCN(CC1)C(CCl)=O)NC(=O)C=1N(C(=CN1)C1=C(C(=C(C=C1)OC)F)F)C N-(3-chloro-4-(4-(2-chloroacetyl)piperazine-1-carbonyl)phenyl)-5-(2,3-difluoro-4-methoxyphenyl)-1-methyl-1H-imidazole-2-carboxamide